COC(C1C(C=CC=C1)(C)SCSSCCCCCCCCCCCC)=O 2-[[(dodecylthio)thiomethyl]thio]-2-methylbenzoic acid methyl ester